Phenyl-bis-(2,4,6-trimethylbenzoyl)-phosphin oxid C1(=CC=CC=C1)P(C(C1=C(C=C(C=C1C)C)C)=O)(C(C1=C(C=C(C=C1C)C)C)=O)=O